4-bromo-2-[3-(3-bromophenyl)ureido]-N-propylbenzamide BrC1=CC(=C(C(=O)NCCC)C=C1)NC(=O)NC1=CC(=CC=C1)Br